N-hydroxymethyl-3-(dimethoxyphosphono)acrylamide OCNC(C=CP(=O)(OOC)OOC)=O